S1C2=C(C=C1)C=C(C=C2)C2=C(N=C(N=N2)N[C@H]2CN(CCC2)CCC)C (R)-6-(Benzo[b]thiophene-5-yl)-5-methyl-N-(1-propylpiperidine-3-yl)-1,2,4-triazin-3-amine